N1N=CC=C1CN(CCO)CC1=CC=CC=C1 2-(((1H-pyrazol-5-yl)methyl)(benzyl)amino)ethanol